ClC1=C(C=C(N)C=C1)C1=NN(N=C1)C 4-chloro-3-(2-methyltriazol-4-yl)aniline